sodium hydrogen L-tartarate C([C@H](O)[C@@H](O)C(=O)[O-])(=O)O.[Na+]